C(C)OC(=O)C1=C(SC=C1C)NC(=O)NC1CC(C1)OCCF 2-(3-(3-(2-fluoroethoxy)cyclobutyl)ureido)-4-methylthiophene-3-carboxylic acid ethyl ester